(S)-2-((4-((2-hydroxy-1-phenylethyl)amino)-5-(5-(pyridin-3-yl)-1,3,4-oxadiazol-2-yl)pyrimidin-2-yl)amino)-6,7,7-trimethyl-6,7-dihydro-5H-pyrrolo[3,4-b]pyridin-5-one OC[C@H](C1=CC=CC=C1)NC1=NC(=NC=C1C=1OC(=NN1)C=1C=NC=CC1)NC1=CC=C2C(=N1)C(N(C2=O)C)(C)C